7-{2-[(dimethylamino)methyl]-1H-indol-3-yl}-1H,5H,6H,7H-[1,2,3]triazolo[4,5-f]isoindol-5-one CN(C)CC=1NC2=CC=CC=C2C1C1NC(C=2C=C3C(=CC12)NN=N3)=O